BrC=1C=CC2=CN(N=C2C1F)[C@@H](C(=O)[O-])C1=C2N(C(N1)=S)CCC2 |r| (2RS)-2-(6-bromo-7-fluoro-indazol-2-yl)-2-(3-thioxo-2,5,6,7-tetrahydropyrrolo[1,2-c]imidazol-1-yl)acetate